ClC=1C=C(C=CC1)NC1=C(C=C(C=C1)C1=CC=CC=C1)C1=CC=CC=C1 N-(3-chlorophenyl)-[1,1':3',1''-terphenyl]-4'-amine